N-(1,1-dimethylethyl)-N-methyl-naphthalen-1-amine CC(C)(C)N(C1=CC=CC2=CC=CC=C12)C